COC1=C(C(C=O)=CC(=C1)C(C)(C)C)O 3-methoxy-5-tert-butyl-salicylaldehyde